4-[[(2,3-dihydro-2,2-dimethyl-7-benzofuranyloxy)carbonyl]-amino]butanoic acid CC1(OC2=C(C1)C=CC=C2OC(=O)NCCCC(=O)O)C